2-hydroxy-2-methyl-4'-isopropyl-propiophenone OC(C(=O)C1=CC=C(C=C1)C(C)C)(C)C